BrC=1C=C(C2=CC=CC=C2C1)O 3-bromo-1-hydroxynaphthalene